C(CCCCC)O[Si](C)(C)C Hexyl(trimethylsilyl)ether